C1(CCCCC1)[C@@H](C(=O)N1CCN(CC1)C(=O)C=1N(C2=CC(=C(C=C2C1)F)F)CCOCCO)NC(OC(C)(C)C)=O tert-Butyl N-[(1S)-1-cyclohexyl-2-[4-({5,6-difluoro-1-[2-(2-hydroxyethoxy)ethyl]-1H-indol-2-yl}carbonyl)-piperazin-1-yl]-2-oxoethyl]carbamate